3-[4-(4-morpholin-4-ylmethyl-benzyloxy)-1-oxo-1,3-dihydro-isoindol-2-yl]piperidine-2,6-dione N1(CCOCC1)CC1=CC=C(COC2=C3CN(C(C3=CC=C2)=O)C2C(NC(CC2)=O)=O)C=C1